N-[5-(2-cyanocyclopropyl)-4,6-dimethoxy-pyrimidin-2-yl]-7-(triazol-2-yl)-1H-indole-3-sulfonamide C(#N)C1C(C1)C=1C(=NC(=NC1OC)NS(=O)(=O)C1=CNC2=C(C=CC=C12)N1N=CC=N1)OC